COC(CCCCCCCN(C(CCCCCN1C[C@@H]([C@@H](CC1)NC(=O)OCC1=CC=CC=C1)OC)=O)C)=O 8-(6-((3S,4R)-4-(((benzyloxy)carbonyl)amino)-3-methoxypiperidin-1-yl)-N-methylhexanamido)octanoic acid methyl ester